1-(4-(benzylamino)pyrrolo[2,1-f][1,2,4]triazin-2-yl)-N-(2-methoxyethyl)-2-methyl-1H-indole-4-carboxamide C(C1=CC=CC=C1)NC1=NC(=NN2C1=CC=C2)N2C(=CC=1C(=CC=CC21)C(=O)NCCOC)C